1-nonadecanoyl-2-hexadecanoyl-glycero-3-phosphoserine C(CCCCCCCCCCCCCCCCCC)(=O)OCC(OC(CCCCCCCCCCCCCCC)=O)COP(=O)(O)OC[C@H](N)C(=O)O